7-bromo-6-fluoro-3,4-dihydro-2H-benzo[b][1,4]oxazine BrC=1C(=CC2=C(OCCN2)C1)F